N-(4-((2-(1,1-difluoroethyl)-6-methylpyrimidin-4-yl)amino)-5-(6-isopropylpyrimidin-4-yl)pyridin-2-yl)acetamide FC(C)(F)C1=NC(=CC(=N1)NC1=CC(=NC=C1C1=NC=NC(=C1)C(C)C)NC(C)=O)C